FC1(C[C@@H](CC1)OC1=C(C=C(C=C1)NC(=O)C1=COC2=C1C=C(C(=C2)C2=NN=NN2)F)F)F |r| (Rac)-N-(4-((3,3-difluorocyclopentyl)oxy)-3-fluorophenyl)-5-fluoro-6-(1H-tetrazol-5-yl)benzofuran-3-carboxamide